O=C1N(CCC(N1)=O)C=1C=C(C(=O)N2CCC3(CC2)CCC(CC3)C=O)C=CC1C 3-(3-(2,4-dioxotetrahydropyrimidine-1(2H)-yl)-4-methylbenzoyl)-3-azaspiro[5.5]undecane-9-carbaldehyde